CC=1C=C(C=CC1C)C=1C=C2C(=NC1)NN=C2C(=O)C=2C(=C(C=CC2F)NS(=O)(=O)CCC)F N-(3-(5-(3,4-dimethylphenyl)-1H-pyrazolo[3,4-b]pyridine-3-carbonyl)-2,4-difluorophenyl)propane-1-sulfonamide